(E)-1-(2,4-Dihydroxyphenyl)-3-(3,4-dimethoxyphenyl)prop-2-en-1-one OC1=C(C=CC(=C1)O)C(\C=C\C1=CC(=C(C=C1)OC)OC)=O